C(=C)C=1C=C(CCNC(OC(C)(C)C)=O)C=CC1 tert-butyl (3-vinylphenethyl)carbamate